Propionic acid (10-oxo-3-oxaspiro[5.5]undec-8-en-8-yl) ester O=C1C=C(CC2(CCOCC2)C1)OC(CC)=O